FC(C(N)C1=CC=C(C=C1)C(F)(F)F)F 2,2-difluoro-1-(4-(trifluoromethyl)phenyl)ethan-1-amine